COC(C1=CN=C(C=C1OC=1C=C2C(=NC1)NC=C2)N2CCC1(CC(C1)=O)CC2)=O 4-((1H-pyrrolo[2,3-b]pyridin-5-yl)oxy)-6-(2-oxo-7-azaspiro[3.5]nonan-7-yl)nicotinic acid methyl ester